Phthalimido-peroxy-hexanoic acid C1(C=2C(C(N1C(C(=O)OO)CCCC)=O)=CC=CC2)=O